N[C@@H](C(=O)O)CNC(C1=CC(=C(C(=C1)F)OC)CC)=O (R)-2-amino-3-(3-ethyl-5-fluoro-4-methoxybenzamido)propanoic acid